CC1(OB(OC1(C)C)C=1C=C2C=CC(=CC2=CC1)/C(=C/C(=O)OC(C)(C)C)/C)C tert-butyl (E)-3-(6-(4,4,5,5-tetramethyl-1,3,2-dioxaborolan-2-yl)naphthalen-2-yl)but-2-enoate